C(CC)N[C@@H](CC1=CC=C(C=C1)O)C(=O)O propyl-tyrosine